ClC1=CC2=C(C(C3=C(N(S2(=O)=O)C)C=CC=C3)Cl)C=C1F 3,11-dichloro-2-fluoro-6-methyl-6,11-dihydrodibenzo[c,f][1,2]thiazepine 5,5-dioxide